(3-methoxy-5-methyl-1H-pyrazol-1-yl)benzonitrile COC1=NN(C(=C1)C)C1=C(C#N)C=CC=C1